ClC=1C=C(C=CC1Cl)C1=C(N)C=CC(=C1)F o-(3,4-dichlorophenyl)-4-fluoroaniline